1,1-bis[3,5-bis(methoxymethyl)-4-hydroxyphenyl]methane COCC=1C=C(C=C(C1O)COC)CC1=CC(=C(C(=C1)COC)O)COC